4-methyl-1-phenylbenzo[4,5]imidazo[1,2-a]pyridine CC=1C=2N(C(=CC1)C1=CC=CC=C1)C1=C(N2)C=CC=C1